N-(2-(1H-indole-3-yl)-2-(4-methoxyphenyl)ethyl)benzamide N1C=C(C2=CC=CC=C12)C(CNC(C1=CC=CC=C1)=O)C1=CC=C(C=C1)OC